6-bromo-1-(2-aminopyrimidin-4-yl)-N-(3-methoxypropyl)-1H-indol-2-amine BrC1=CC=C2C=C(N(C2=C1)C1=NC(=NC=C1)N)NCCCOC